ClC=1C=C(C=C(C1)NS(=O)(=O)C)NC(=O)C=1C=C(C=CC1)C1=CC(=CC=C1)C#N N-(3-chloro-5-(methylsulfonamido)phenyl)-3'-cyano-[1,1'-biphenyl]-3-carboxamide